O1C=NC(=C1)CC(=O)O 4-OXAZOLEACETIC ACID